(8R,9S,10S)-10-(aminomethyl)-N-(4-methoxyphenyl)-9-[4-(2-phenylethynyl)phenyl]-1,6-diazabicyclo[6.2.0]decane-6-carboxamide NC[C@@H]1[C@@H]([C@@H]2CN(CCCCN12)C(=O)NC1=CC=C(C=C1)OC)C1=CC=C(C=C1)C#CC1=CC=CC=C1